ClC(C(C)(C)C)OC(C)C 1-chloro-1-isopropoxy-2,2-dimethylpropane